ClC1=CC2=C(N=C(O2)C2=CC=CC=C2)C=C1 6-Chloro-2-phenylbenzoxazole